C=C=O racemic-ketene